methyl 2,3,6-trifluoro-5-(N-(propylsulfonyl)propylsulfonamido)benzoate FC1=C(C(=O)OC)C(=C(C=C1F)N(S(=O)(=O)CCC)S(=O)(=O)CCC)F